3,7-dimethyl-1-((2-(1,1,1-trifluoro-2-hydroxypropan-2-yl)thiazol-5-yl)methyl)-1H-purine-2,6(3H,7H)-dione CN1C(N(C(C=2N(C=NC12)C)=O)CC1=CN=C(S1)C(C(F)(F)F)(C)O)=O